N-[2-fluoro-4-methyl-5-[7-methyl-2-(methylamino)pyrido[2,3-d]pyrimidin-6-yl]phenyl]-2-(trifluoromethyl)pyridine-4-carboxamide FC1=C(C=C(C(=C1)C)C1=CC2=C(N=C(N=C2)NC)N=C1C)NC(=O)C1=CC(=NC=C1)C(F)(F)F